spiro[cyclobutane-1,2'-pyrrolo[2,1-b]oxazol]-3'-one O1C=2N(C(C13CCC3)=O)C=CC2